tert-butyl (S)-3-methyl-4-(5-(pyridin-3-yl)-7H-pyrrolo[2,3-d]pyrimidin-4-yl)piperazine-1-carboxylate C[C@H]1CN(CCN1C=1C2=C(N=CN1)NC=C2C=2C=NC=CC2)C(=O)OC(C)(C)C